[N-](S(=O)(=O)C(F)(F)F)S(=O)(=O)C(F)(F)F.CN1CN(C=C1)C 1,3-dimethyl-imidazole bistrifluoromethanesulfonimide salt